CC1=CC=C(C=C1)S(=O)(=O)[O-].C1=CC=CC=2C3=CC=CC=C3C(C12)COC(=O)N[C@H](C[NH2+]CC(OCC(Br)(Br)Br)=O)C (S)-2-((((9H-fluoren-9-yl)methoxy)carbonyl)amino)-N-(2-oxo-2-(2,2,2-tribromoethoxy)ethyl)propan-1-aminium 4-methylbenzenesulfonate